9-([1,1'-biphenyl]-4-yl)-2-chloro-9H-carbazole C1(=CC=C(C=C1)N1C2=CC=CC=C2C=2C=CC(=CC12)Cl)C1=CC=CC=C1